(R)-4-(tert-Butoxycarbonyl)1-(3-nitro-5-(trifluoromethyl)pyridin-2-yl)piperazine-2-carboxylic acid C(C)(C)(C)OC(=O)N1C[C@@H](N(CC1)C1=NC=C(C=C1[N+](=O)[O-])C(F)(F)F)C(=O)O